CC=1C=NC(=NC1)C1=CC=C(N)C=C1 4-(5-methylpyrimidin-2-yl)aniline